C(#N)[C@H](CCN(C)C)N(C(=O)C1=NN(C=2N(C([C@H]([C@H](C21)C2=CC=C(C=C2)F)NC(C2=CC(=CC=C2)C(F)(F)F)=O)=O)CC)C2=CC=CC=C2)C |o1:2| (4S,5S)-N-[(1S*)-1-cyano-3-(dimethylamino)propyl]-7-ethyl-4-(4-fluorophenyl)-N-methyl-6-oxo-1-phenyl-5-[3-(trifluoromethyl)benzamido]-4H,5H-pyrazolo[3,4-b]pyridine-3-carboxamide